(2-ethyl-1H-pyrrolo[2,3-c]pyridin-3-yl)(4-hydroxyphenyl)methanone C(C)C1=C(C=2C(=CN=CC2)N1)C(=O)C1=CC=C(C=C1)O